(S)-4-(7-(8-Chloronaphthalen-1-yl)-2-(((2S,7aR)-2-fluorotetrahydro-1H-pyrrolizin-7a(5H)-yl)methoxy)-5,6,7,8-Tetrahydro-1,7-naphthyridin-4-yl)-2-(cyanomethyl)piperazine-1-carboxylate ClC=1C=CC=C2C=CC=C(C12)N1CCC=2C(=CC(=NC2C1)OC[C@@]12CCCN2C[C@H](C1)F)N1C[C@@H](N(CC1)C(=O)[O-])CC#N